N-(2-fluoro-4-methyl-5-(2-(methylamino)-8,9-dihydroimidazo[1',2':1,6]pyrido[2,3-d]pyrimidin-6-yl)phenyl)-1-phenylmethane-sulfonamide FC1=C(C=C(C(=C1)C)C1=CC2=C(N=C(N=C2)NC)N2C1=NCC2)NS(=O)(=O)CC2=CC=CC=C2